N-(3-(3-fluoro-4-(1-oxo-1,2,3,4-tetrahydroisoquinolin-6-yl)-1H-pyrazol-1-yl)phenyl)acrylamide FC1=NN(C=C1C=1C=C2CCNC(C2=CC1)=O)C=1C=C(C=CC1)NC(C=C)=O